C(C1=CC=CC=C1)NC1[C@H]2CN([C@@H](C1)C2)C(=O)OC(C)(C)C tert-butyl (1R,4R)-5-(benzylamino)-2-azabicyclo[2.2.1]heptane-2-carboxylate